C1(C=CC=C1)[Ti](C1=C(C(=CC=C1F)CNC(C(CCC)(C)C)=O)F)(C1=C(C(=CC=C1F)CNC(C(CCC)(C)C)=O)F)C1C=CC=C1 di(cyclopentadienyl)-bis[2,6-difluoro-3-((2,2-dimethylpentanoylamino)methyl)phenyl]titanium